4-methylbenzenesulfonyl-N-(3-phenylpropyl)-iminosulfonyldiamine CC1=CC=C(C=C1)S(=O)(=O)N(S(=O)(=O)N=N)CCCC1=CC=CC=C1